N-{5-[2-(2-chloro-3-fluorophenyl)acetamido]pyridazin-3-yl}-N-phenylacetamide ClC1=C(C=CC=C1F)CC(=O)NC=1C=C(N=NC1)N(C(C)=O)C1=CC=CC=C1